N[C@H](C(=O)O)CC1=CNC2=C(C=CC=C12)C#N (S)-2-Amino-3-(7-cyano-1H-indol-3-yl)propanoic acid